4-(methylamino)-N-[(1s,4s)-4-{[6-chloro-2-(trifluoromethyl)quinolin-4-yl]amino}cyclohexyl]benzamide CNC1=CC=C(C(=O)NC2CCC(CC2)NC2=CC(=NC3=CC=C(C=C23)Cl)C(F)(F)F)C=C1